P(OCC1=CC=CC=C1)([O-])=O.[Al+3].C(C1=CC=CC=C1)OP([O-])=O.C(C1=CC=CC=C1)OP([O-])=O aluminum phenmethyl phosphonate